C(CC)OC1COC(=C(C1=O)OCCC)C 2,3-dihydro-3,5-dipropyloxy-6-methyl-4H-pyran-4-one